C(C1=CC=CC=C1)OC[C@H]1NC[C@H]2COCCN2C1 (7s,9as)-7-((benzyloxy)methyl)octahydropyrazino[2,1-c][1,4]oxazine